C1(CC1)CN1C(NC2=NC=C(C=C21)C2=CC(=C(C=C2)OC)C)=O 1-(cyclopropylmethyl)-6-(4-methoxy-3-methyl-phenyl)-3H-imidazo[4,5-b]pyridin-2-one